C(\C=C(/C)\CCC=C(C)C)(=O)O (e)-geranic acid